N1CC(C1)=CC=1C(=C(C(=CC1)O)N1CC(NS1(=O)=O)=O)F 5-(3-(azetidin-3-ylidenemethyl)-2-fluoro-6-hydroxyphenyl)-1,2,5-thiadiazolidin-3-one 1,1-dioxide